CC(C)(C)[S@@](=O)NC(C=C)CCC(F)(F)F (R)-2-methyl-N-(6,6,6-trifluorohex-1-en-3-yl)propane-2-sulfinamide